1'-methyl-spiro[6,7-dihydro-5H-isoquinoline-8,6'-hexahydropyrimidine]-2',4'-dione CN1C(NC(CC12CCCC=1C=CN=CC12)=O)=O